2-azido-N-(3,4-dioxobutan-2-yl)-N-methylacetamide N(=[N+]=[N-])CC(=O)N(C)C(C)C(C=O)=O